(1R,5S,6r)-N-(2-(8-(methylselanyl)imidazo[1,5-a]pyridin-3-yl)propan-2-yl)-3-azabicyclo[3.1.1]heptane-6-carboxamide C[Se]C=1C=2N(C=CC1)C(=NC2)C(C)(C)NC(=O)C2[C@H]1CNC[C@@H]2C1